FC1=C(C(=CC(=C1)OCCN1CC(C1)CF)F)[C@H]1N([C@@H](CC2=C1NC1=CC=CC=C21)C)C(C(CO)C)=O 1-((1R,3R)-1-(2,6-difluoro-4-(2-(3-(fluoromethyl)azetidin-1-yl)ethoxy)phenyl)-3-methyl-3,4-dihydro-1H-pyrido[3,4-b]indol-2(9H)-yl)-3-hydroxy-2-methylpropan-1-one